(S)-3-(3-chloro-5-methoxyphenyl)-2,7-dimethyl-4,5,6,7-tetrahydro-2H-pyrazolo[3,4-c]pyridine ClC=1C=C(C=C(C1)OC)C=1N(N=C2[C@@H](NCCC21)C)C